C(C)NC(ONC1=C(C=CC=C1)N)=O ((2-aminophenyl) amino) ethylcarbamate